((2-(6-(4-(2-chlorophenyl)-4H-1,2,4-triazol-3-yl)pyridin-2-yl)-6-(isopropyl(methyl) Amino)-1-oxo-2,3-dihydro-1H-pyrrolo[3,4-c]pyridin-4-yl)methyl)(methyl)carbamate ClC1=C(C=CC=C1)N1C(=NN=C1)C1=CC=CC(=N1)N1CC=2C(=NC(=CC2C1=O)N(C)C(C)C)COC(NC)=O